NCC=1C(=NOC1C1=CC=C(C(=N1)C)NC(OC(C)(C)C)=O)C tert-butyl (6-(4-(aminomethyl)-3-methylisoxazol-5-yl)-2-methyl pyridin-3-yl)carbamate